OC1(CNC1)C 3-hydroxy-3-methylazetidine